yttrium adipate C(CCCCC(=O)[O-])(=O)[O-].[Y+3].C(CCCCC(=O)[O-])(=O)[O-].C(CCCCC(=O)[O-])(=O)[O-].[Y+3]